4-(2,6-difluoropyridin-3-yl)-2-[(3R)-3-methylmorpholin-4-yl]-8-(1H-pyrazol-5-yl)-1,7-naphthyridine FC1=NC(=CC=C1C1=CC(=NC2=C(N=CC=C12)C1=CC=NN1)N1[C@@H](COCC1)C)F